C1=NC(=C2C(=N1)N(C=N2)[C@H]3[C@H]4[C@@H]([C@H](O3)CO)OP(=O)(O4)O)N The molecule is a 2',3'-cyclic purine nucleotide. It has a role as an Escherichia coli metabolite. It is a conjugate acid of a 2',3'-cyclic AMP(1-).